OC1=CC=C(C=2C(C3=CC=CC=C3C(C12)=O)=O)NC1=CC=C(C=C1)C 1-hydroxy-4-(p-methylanilino)-anthraquinone